2-ethyl-4-methoxy-3,5,6-trifluorobenzyl (1R)-trans-3-(2-cyano-1-propenyl)-2,2-dimethylcyclopropanecarboxylate C(#N)C(=C[C@H]1C([C@@H]1C(=O)OCC1=C(C(=C(C(=C1F)F)OC)F)CC)(C)C)C